CCC=1C(=C(C(=O)[O-])C=CC1C)C 3-2-ethyldimethylbenzoate